ClC=1C=C(C=C(C(=O)Cl)C1)Br 5-chloro-3-bromobenzoic acid chloride